ClC(C(F)(F)F)=C1CN(C=C1)CC1=CC=CC=C1 3-(1-chloro-2,2,2-trifluoroethylidene)-N-benzylpyrrole